ClC1=C(N=C(NC1=O)C1=CC=NC=C1)N1[C@H](CNCC1)C(C)C 5-chloro-4-[(2S)-2-isopropylpiperazin-1-yl]-2-(4-pyridinyl)-1H-pyrimidin-6-one